3-((3R,5S)-3-methyl-5-((5-(oxazol-2-yl)-1H-pyrrolo[2,3-b]pyridin-4-yl)amino)piperidin-1-yl)-3-oxopropanenitrile C[C@H]1CN(C[C@H](C1)NC1=C2C(=NC=C1C=1OC=CN1)NC=C2)C(CC#N)=O